Propyl-methoxyethoxyethyl-piperidine C(CC)C1N(CCCC1)CCOCCOC